[Si](C)(C)(C(C)(C)C)OC1CCN(CC1)C1=CC=C2C[C@H](COC2=C1)NC(OCC1=CC=CC=C1)=O benzyl (R)-(7-(4-(tert-butyldimethylsilyloxy)piperidin-1-yl)chroman-3-yl)carbamate